7-(5-fluoroindolin-1-yl)thiazolo[5,4-d]pyrimidine FC=1C=C2CCN(C2=CC1)C=1C2=C(N=CN1)SC=N2